[1,3]Dioxolane-5-carboxylic acid O1COCC1C(=O)O